L-β-chloro-L-alanine ClC[C@H](N)C(=O)O